[Si](C)(C)(C(C)(C)C)O[C@@H]([C@H](CC=1SC=2C(N1)=C(C=C(C2)C)C(=O)OCC)OCC(C)C)C2=CC(=C(C(=C2)OC)C)OC ethyl 2-((2S,3R)-3-((tert-butyldimethylsilyl) oxy)-3-(3,5-dimethoxy-4-methylphenyl)-2-isobutoxypropyl)-6-methylbenzo[d]thiazole-4-carboxylate